phosphonium isobutenyl bromide C(=C(C)C)Br.[PH4+]